OC[C@H](C(=O)N[C@@H](CCCC1=CC=C(C=C1)O)B(O)O)NC(=O)C1=NC=CN=C1 ((R)-1-((R)-3-hydroxy-2-(pyrazine-2-carboxamido)propanamido)-4-(4-hydroxyphenyl)butyl)boronic acid